N1C(=NCC2=CC=CC=C12)CC1=CC=C(COC2=C3CN(C(C3=CC=C2)=O)C2C(NC(CC2)=O)=O)C=C1 3-{4-[4-(1,4-Dihydro-quinazolin-2-ylmethyl)-benzyloxy]-1-oxo-1,3-dihydro-isoindol-2-yl}-piperidine-2,6-dione